BrC=1C=CC(=C(C1)C=1N=C(C2=C(N1)C=NC=N2)NCC2=C(C=C(C=C2)OC)OC)OC (5-bromo-2-methoxyphenyl)-N-(2,4-dimethoxybenzyl)pyrimido[5,4-d]Pyrimidin-4-amine